3-(trifluoromethyl)phenyllithium FC(C=1C=C(C=CC1)[Li])(F)F